2-(ethoxydimethylsilyl)-1-methyl-1H-pyrrole C(C)O[Si](C=1N(C=CC1)C)(C)C